FC1=CC=C(C(=O)NC2=C(C=C(C=C2C(=C)C2=CC=CC=C2)C2=CC=CC=C2)C(C)C)C=C1 4-fluoro-N-(3-isopropyl-5-(1-phenylvinyl)-[1,1'-biphenyl]-4-yl)benzamide